stearoylsphingosine-d7 C(CCCCCCCCCCCCCCCCC)(=O)\C(=C(/[C@]([C@](C(O)([2H])[2H])(N([2H])[2H])[2H])(O)[2H])\[2H])\CCCCCCCCCCCCC